N-Nitro-pyrazole [N+](=O)([O-])N1N=CC=C1